BrC=1C(=C2C(=NC1)OCCO2)C(=O)OCC ethyl 7-bromo-2,3-dihydro-[1,4]dioxino[2,3-b]pyridine-8-carboxylate